ClC1=C(C=CC=C1F)[C@@H]1[C@H](COC(C1)(C)C)C(=O)N1CC(C2(CN(C2)C(C=C)=O)CC1)(F)F 1-(7-((3R,4S)-4-(2-chloro-3-fluorophenyl)-6,6-dimethyltetrahydro-2H-pyran-3-carbonyl)-5,5-difluoro-2,7-diazaspiro[3.5]nonan-2-yl)prop-2-en-1-one